CC=1C=NN(C1B1OC(C(O1)(C)C)(C)C)C1OCCCC1 4-methyl-1-(oxan-2-yl)-5-(tetramethyl-1,3,2-dioxaborolan-2-yl)-1H-pyrazole